(R)-2-methyl-3-(1-((4-methyl-7-(methylamino)-6-(piperazine-1-carbonyl)phthalazin-1-yl)amino)ethyl)benzonitrile CC1=C(C#N)C=CC=C1[C@@H](C)NC1=NN=C(C2=CC(=C(C=C12)NC)C(=O)N1CCNCC1)C